5-(trifluoromethyl)oxazolo[5,4-b]pyridine-2-thiol FC(C1=CC=C2C(=N1)OC(=N2)S)(F)F